4,5,5,6,6,6-hexafluoro-4-(trifluoromethyl)-1-hexanol FC(CCCO)(C(C(F)(F)F)(F)F)C(F)(F)F